C(N)(=O)C1=C(N(N=C1C1=C(C=C(C(=C1)F)CC(=O)NC1=CC(=NO1)CC(C)(C)C)F)C(C)C)NC(OC(C)(C)C)=O tert-Butyl N-[4-carbamoyl-5-[4-[2-[[3-(2,2-dimethylpropyl)isoxazol-5-yl]amino]-2-oxo-ethyl]-2,5-difluoro-phenyl]-2-isopropyl-pyrazol-3-yl]carbamate